2-(4-(2-((3-(Bis(2-hydroxytetradecyl)amino)propyl)disulfaneyl)ethyl)piperazin-1-yl)ethyl 5-(bis(2-hydroxydodecyl)amino)pentanoate OC(CN(CCCCC(=O)OCCN1CCN(CC1)CCSSCCCN(CC(CCCCCCCCCCCC)O)CC(CCCCCCCCCCCC)O)CC(CCCCCCCCCC)O)CCCCCCCCCC